1-(2-(2-fluoronaphthalen-1-yl)ethyl)pyrrolidine FC1=C(C2=CC=CC=C2C=C1)CCN1CCCC1